selenylstyrene [SeH]C=CC1=CC=CC=C1